C(C)(C)C1=C(NC2=CC=C(C=C12)C1CCN(CC1)C1CCOCC1)C=1C(=C(C=2N(N1)N=CN2)C)C 6-(3-isopropyl-5-(1-(tetrahydro-2H-pyran-4-yl)piperidin-4-yl)-1H-indol-2-yl)-7,8-dimethyl-[1,2,4]triazolo[1,5-b]pyridazine